1-[4-(4-benzoylphenylsulfanyl)phenyl]-2-methyl-2-(4-methylphenylsulfonyl)propan-1-one ethyl-2-bromo-2-(3-methyl-2-((1r,4r)-4-(trifluoromethoxy)cyclohexyl)phenyl)acetate C(C)OC(C(C1=C(C(=CC=C1)C)C1CCC(CC1)OC(F)(F)F)Br)=O.C(C1=CC=CC=C1)(=O)C1=CC=C(C=C1)SC1=CC=C(C=C1)C(C(C)(S(=O)(=O)C1=CC=C(C=C1)C)C)=O